C(#N)C=1C=C(C=CC1OCC(C)C)C=1SC(=C(N1)C)C(=O)O 2-[3-cyano-4-(2-methylpropyloxy)phenyl]-4-methylthiazole-5-carboxylic acid